CS(=O)(=O)NC=1C=C(C=CC1)NC1=NC=CC=N1 2-((3-(methylsulfonamido)phenyl)amino)pyrimidine